C(C1=CC=CC=C1)OC1CCC=2C(=C(C=C(C12)F)Br)NCC 1-(benzyloxy)-5-bromo-N-ethyl-7-fluoro-2,3-dihydro-1H-inden-4-amine